tert-butyl ((cis)-4-hydroxycyclohexyl)carbamate O[C@H]1CC[C@H](CC1)NC(OC(C)(C)C)=O